C1(=CC=CC=C1)[C@H]1NS(C2=C(C3=C1C=CC=C3)C=CC=C2)(=O)=O (R)-(+)-7-Phenyl-6,7-dihydrodibenzo[d,f][1,2]Thiazepine 5,5-dioxide